(1S,2S)-2-(aminomethyl)cyclopropane-1-carboxylic acid NC[C@@H]1[C@H](C1)C(=O)O